ClC=1C(=CC(=C(C1)C1=C(C=C2C(=NC(N3C2=C1SC[C@@H]3COC)=O)N3C[C@@H](N[C@@H](C3)C)C)C(F)(F)F)F)F (3S)-10-(5-chloro-2,4-difluorophenyl)-7-((3S,5R)-3,5-dimethylpiperazin-1-yl)-3-(methoxymethyl)-9-(trifluoromethyl)-2H-[1,4]thiazino[2,3,4-ij]quinazolin-5(3H)-one